3-(2-methylpropyloxy)-2-phenyl-4H-1-benzopyran-4-one CC(COC1=C(OC2=C(C1=O)C=CC=C2)C2=CC=CC=C2)C